(3S,5R)-8-(2-amino-6-((R)-1-(4-chloro-2-(5,6-dihydro-2H-pyran-3-yl)phenyl)-2,2,2-trifluoroethoxy)pyrimidin-4-yl)-2-azaspiro[4.5]dec-7-ene-3-carboxylic acid hydrochloride Cl.NC1=NC(=CC(=N1)C1=CC[C@@]2(C[C@H](NC2)C(=O)O)CC1)O[C@@H](C(F)(F)F)C1=C(C=C(C=C1)Cl)C=1COCCC1